FC1=C(C#N)C=CC(=C1)C1NC2=CC=C3C(=C2C2C4CCC(C12)C4)C=NN3 2-Fluoro-4-(6,7,7a,8,9,10,11,11a-octahydro-3H-8,11-methanopyrazolo[4,3-a]phenanthridin-7-yl)benzonitrile